2-(4-(3-chloro-4-((3,5-diFluoropyridin-2-yl)methoxy)-5',6-dimethyl-2-oxo-2H-[1,4'-bipyridine]-2'-yl)thiazol-2-yl)-2-Methylpropanamide ClC=1C(N(C(=CC1OCC1=NC=C(C=C1F)F)C)C1=CC(=NC=C1C)C=1N=C(SC1)C(C(=O)N)(C)C)=O